N-(4-chloro-1-methyl-5-(2H-1,2,3-triazole-2-yl)-1H-pyrrole-2-yl)-1-(1-carbonyl-1,2-dihydroisoquinoline-5-yl)-5-(trifluoromethyl)-1H-pyrazole-4-carboxamide ClC=1C=C(N(C1N1N=CC=N1)C)NC(=O)C=1C=NN(C1C(F)(F)F)C1=C2C=CNC(C2=CC=C1)=C=O